[(3R,9aS)-3-(3-Chloro-4-fluorophenyl)-3,4,6,7,9,9a-hexahydro-1H-pyrazino[2,1-c][1,4]oxazin-8-yl]-[2-chloro-3-(1,5-dimethylpyrazol-4-yl)phenyl]methanon ClC=1C=C(C=CC1F)[C@@H]1CN2[C@H](CO1)CN(CC2)C(=O)C2=C(C(=CC=C2)C=2C=NN(C2C)C)Cl